CC1=C(C=CC=C1)NN 2-methyl-phenyl-hydrazine